FC1=C(C(=O)NCC=2N=C3N(C=C(C=C3)C3=NOC(=N3)C(F)(F)F)C2)C=CC=C1 2-fluoro-N-((6-(5-(trifluoromethyl)-1,2,4-oxadiazol-3-yl)imidazo[1,2-a]pyridin-2-yl)methyl)benzamide